C(C)(=O)O[C@@H](COC1=C(C=C(C=C1Cl)S(=O)(=O)C1=CC=C(C=C1)OCCCCl)Cl)CS(=O)(=O)CC (S)-1-(2,6-dichloro-4-((4-(3-chloropropoxy)phenyl)sulfonyl)phenoxy)-3-(ethylsulfonyl)propan-2-yl acetate